C1(=CC=CC=C1)[Si](O[Si](C=C)(C=C)C1=CC=CC=C1)(C1=CC=CC=C1)C1=CC=CC=C1 Tetraphenyldivinyldisiloxane